C1(=CC=CC2=CC=CC=C12)N(C1=CC=C(C=C1)C1=CC=C(N(C2=CC=CC=C2)C2=CC=CC3=CC=CC=C23)C=C1)C1=CC=CC=C1 N,N'-bis(naphthalene-1-yl)-N,N'-diphenylbenzidine